4-(2-(4-methoxy-3-methylbenzyl)-1-((1r,4r)-4-methoxycyclohexyl)-1H-benzo[d]imidazol-5-yl)-3,5-dimethylisoxazole COC1=C(C=C(CC2=NC3=C(N2C2CCC(CC2)OC)C=CC(=C3)C=3C(=NOC3C)C)C=C1)C